3-(5-methoxy-pyridin-2-yl)-N-(4-(tetrahydro-2H-pyran-4-yloxy)pyridin-2-yl)-1,2,4-oxadiazol-5-amine COC=1C=CC(=NC1)C1=NOC(=N1)NC1=NC=CC(=C1)OC1CCOCC1